C1(CC1)N1C(=CC=2C(=NC(=CC21)C2=CC=C(CN1CCN(CC1)CC(C)(O)C)C=C2)C)C2=CC=C(C=C2)S(=O)(=O)C 1-(4-(4-(1-cyclopropyl-4-methyl-2-(4-(methylsulfonyl)phenyl)-1H-pyrrolo[3,2-c]pyridin-6-yl)benzyl)piperazin-1-yl)-2-methylpropan-2-ol